C(C)[C@@H]([C@H](C)O)N1N=CNC1=O 2-[(1s,2s)-1-ethyl-2-hydroxypropyl]-2,4-dihydro-3H-1,2,4-triazol-3-one